S(=O)(=O)(C1=NNC=C1[N+](=O)[O-])C1=NNC=C1[N+](=O)[O-] sulfonyl-bis(4-nitropyrazole)